C(C)(C)(C=1OCC(N1)C(C)(C)C)C=1OCC(N1)C(C)(C)C isopropylidenebis(4-tert-butyl-2-oxazolin)